COC=1C=C2N=CC(=NC2=CC1OC)OCC1=C(C=CC=C1)B(O)O (((6,7-dimethoxyquinoxalin-2-yl)oxy)methyl)phenylboronic acid